FC(C=1C=C(C=NC1)N1C[C@@H](CC1)CN1C[C@@H](C([C@@H](C1)O)O)O)(F)F (3S,4S,5R)-1-(((S)-1-(5-(trifluoromethyl)pyridin-3-yl)pyrrolidin-3-yl)methyl)piperidine-3,4,5-triol